ethyl (Z)-2-(5-chloro-2,4-difluorobenzoyl)-3-ethoxyacrylate ClC=1C(=CC(=C(C(=O)/C(/C(=O)OCC)=C/OCC)C1)F)F